O=CC(=O)N 2-OXOACETAMID